tert-butyl 6,6-dioxo-6Z-6-thia-2,5-diazaspiro[3.5]non-7-ene-2-carboxylate O=S1(NC2(CN(C2)C(=O)OC(C)(C)C)CC=C1)=O